FC(C1CN(C1)[C@H]1COC2=CC=CC=C2[C@@H]1N)F (3R,4S)-3-(3-(difluoromethyl)azetidin-1-yl)chroman-4-amine